3-fluoro-2-methylimidazo[1,2-a]pyrazin FC1=C(N=C2N1C=CN=C2)C